ClC1=CC(=CC=2CN(CCOC21)CC=2C=NC(=NC2)CNC(OC(C)(C)C)=O)N2C=CC1=CC(=CC=C21)F tert-butyl N-[(5-{[9-chloro-7-(5-fluoroindol-1-yl)-3,5-dihydro-2H-1,4-benzoxazepin-4-yl]methyl}pyrimidin-2-yl)methyl]carbamate